O=C1NC2=CC=CC=C2C1(CC=C)CCNC(OC(C)(C)C)=O tert-butyl N-{2-[2-oxo-3-(prop-2-en-1-yl)-2,3-dihydro-1H-indol-3-yl]ethyl}carbamate